FC1=C(CN2N=C(N=N2)C(=O)N)C=CC(=C1)C=1C=2N(C=C(N1)C=1C=NN(C1)C)N=CC2 (2-fluoro-4-(6-(1-methyl-1H-pyrazol-4-yl)pyrazolo[1,5-a]pyrazin-4-yl)benzyl)-2H-tetrazole-5-carboxamide